C(C)O[SiH](CC[SiH](OCC)OCC)OCC 1,2-bisdiethoxysilylethane